benzyl (3-((2,2-dimethoxyethyl)amino)-1,1,1-trifluoro-3-oxopropan-2-yl)carbamate COC(CNC(C(C(F)(F)F)NC(OCC1=CC=CC=C1)=O)=O)OC